COC=1C=C2C(=NC(=NC2=CC1)C)SCC(=O)C1=CC=C(S1)CN1C(COCC1)=O 4-((5-(2-((6-methoxy-2-methylquinazolin-4-yl)thio)acetyl)thiophen-2-yl)methyl)morpholin-3-one